C(OC[C@]1(O[C@H](C[C@@H]1O)N1C=CC2=C1N=C(N=C2N)Cl)C#C)(OCCCCCCCCCC)=O ((2R,3S,5R)-5-(4-amino-2-chloro-7H-pyrrolo[2,3-d]pyrimidin-7-yl)-2-ethynyl-3-hydroxytetrahydrofuran-2-yl)methyl decyl carbonate